C(N)(=O)CC1(CC1)CN1C(=NC2=C1C=C(C=C2)C(=O)O)CN2CC(=CC2)C2=NC(=C(C=C2)F)COC2=C(C=C(C=C2)C#N)F 1-{[1-(carbamoylmethyl)cyclopropyl]methyl}-2-[(3-{6-[(4-cyano-2-fluorophenoxy)methyl]-5-fluoropyridin-2-yl}-2,5-dihydro-1H-pyrrol-1-yl)methyl]-1H-1,3-benzodiazole-6-carboxylic acid